ClC1=CC=C(C(=N1)C(=O)NS(=O)(=O)C)N[C@H](C)C=1C=C(C=C2C(N(C(=NC12)N1C[C@H]2C([C@H]2C1)C1=NC=C(N=C1)OC)C)=O)C 6-chloro-3-(((R)-1-(2-((1R,5S,6R)-6-(5-methoxypyrazin-2-yl)-3-azabicyclo[3.1.0]hexan-3-yl)-3,6-dimethyl-4-oxo-3,4-dihydroquinazolin-8-yl)ethyl)amino)-N-(methylsulfonyl)picolinamide